ClC1=C(C=CC(=C1)C(F)(F)F)NC(=O)C1(CCC1)N1N=CC2=C1CN(C2)C(=O)OC(C)(C)C tert-butyl 1-(1-((2-chloro-4-(trifluoromethyl)phenyl)carbamoyl)cyclobutyl)-4,6-dihydropyrrolo[3,4-c]pyrazole-5(1H)-carboxylate